[Si](C)(C)(C(C)(C)C)OC[C@@H]1C[C@@H](C(N1CC(=O)OC(C)(C)C)=O)N(CC1=CC=CC=C1)CC1=CC=CC=C1 tert-butyl [(3S,5S)-5-({[tert-butyl(dimethyl)silyl]oxy}methyl)-3-(dibenzylamino)-2-oxopyrrolidin-1-yl]acetate